2-chloro-N-(9-chloro-2,3-dimethoxy-5,6,8,9,10,11-hexahydro-7H-5,9:7,11-dimethanobenzo[9]annulen-7-yl)acetamide ClCC(=O)NC12CC3C4=C(C(CC(C1)(C3)Cl)C2)C=C(C(=C4)OC)OC